C(C)(C)(C)NC(C(=O)C1=CC(=C(N1C)C)C(=O)NC1=CC(=C(C=C1)F)C#N)=O 5-(2-(tert-butylamino)-2-oxoacetyl)-N-(3-cyano-4-fluorophenyl)-1,2-dimethyl-1H-pyrrole-3-carboxamide